C(C1=CC=CC=C1)OCCCCOC(=O)C1=NN(C2=CC=CC(=C2C1=O)S(=O)(=O)C)C1=CC=C(C=C1)OC(F)(F)F.C(C(=C)C)(=O)OCCC[SiH2]OCCOC 3-methacryloxypropyl-(methoxyethoxy)silane 4-benzyloxybutyl-5-methylsulfonyl-4-oxo-1-[4-(trifluoromethoxy)phenyl]cinnoline-3-carboxylate